COC(CCC(=O)N(C1=CC=CC=C1)CCN(C1=CC=CC=C1)C(CCC(=O)OC)=O)=O methyl-4-[N-[2-(N-(4-methoxy-4-oxobutanoyl)anilino) ethyl]anilino]-4-oxobutanoate